methyl-methyl-oxetane CC1(OCC1)C